4-bithiopheneformyloxybenzophenone S1C(=C(C=C1)C(=O)OC1=CC=C(C(=O)C2=CC=CC=C2)C=C1)C=1SC=CC1